5-[(2,3-dichlorophenyl)thiocarbamoyl]-4-hydroxy-6-oxo-3,6-dihydropyridine-1(2H)-carboxylic acid tert-butyl ester C(C)(C)(C)OC(=O)N1CCC(=C(C1=O)C(NC1=C(C(=CC=C1)Cl)Cl)=S)O